BrC1=CC=C(C(=O)NC2=CN(C(C=C2)=O)C2=CC=CC=C2)C=C1 4-bromo-N-(6-oxo-1-phenyl-1,6-dihydropyridin-3-yl)benzamide